F[C@@H]1[C@H]2CCC[C@@H](C[C@@H]1OC1=CC=C(N=N1)C1=C(C=C(C=C1)C=1C=NN(C1)C)O)N2 2-(6-(((1r,2r,3s,5s)-2-fluoro-9-azabicyclo[3.3.1]non-3-yl)oxy)pyridazin-3-yl)-5-(1-methyl-1H-pyrazol-4-yl)phenol